[1-[5-fluoro-2-(4-morpholino-anilino)pyrimidin-4-yl]-3-methyl-indol-5-yl]prop-2-enamide FC=1C(=NC(=NC1)NC1=CC=C(C=C1)N1CCOCC1)N1C=C(C2=CC(=CC=C12)C(C(=O)N)=C)C